The molecule is a chlorophenoxyacetic acid that is phenoxyacetic acid in which the hydrogens at positions 3 and 4 of the phenyl group are replaced by chlorines. It has a role as a phenoxy herbicide. C1=CC(=C(C=C1OCC(=O)O)Cl)Cl